2-((1S,2R)-1-(2-cyanophenyl)-1-(1,5-dimethyl-1H-pyrazol-4-yl)propan-2-yl)-5-hydroxy-N-(isoxazol-4-yl)-1-methyl-6-oxo-1,6-dihydropyrimidine-4-carboxamide C(#N)C1=C(C=CC=C1)[C@H]([C@@H](C)C=1N(C(C(=C(N1)C(=O)NC=1C=NOC1)O)=O)C)C=1C=NN(C1C)C